1,2,4-trimethylimidazole CN1C(=NC(=C1)C)C